tert-butyl (2-(2-(2-((9-(2,6-dioxopiperidin-3-yl)-9H-pyrido[2,3-b]indol-6-yl)amino)ethoxy)ethoxy)ethyl)carbamate O=C1NC(CCC1N1C2=C(C3=CC(=CC=C13)NCCOCCOCCNC(OC(C)(C)C)=O)C=CC=N2)=O